COC1=CC=C(C=C1)NC1=CC=C(C=C1)OC bis(4-methoxyphenyl)-amine